ClC1=C2C(=CN=C1)NC(=C2)C(=O)NC2CCC(CC2)(C)F 4-chloro-N-(4-fluoro-4-methyl-cyclohexyl)-1H-pyrrolo[2,3-c]pyridine-2-carboxamide